methyl (S)-4-(1-(5-(4-chloro-3-ethylphenoxy)-3-(difluoromethyl)-1-methyl-1H-pyrazole-4-carboxamido)ethyl)benzoate ClC1=C(C=C(OC2=C(C(=NN2C)C(F)F)C(=O)N[C@@H](C)C2=CC=C(C(=O)OC)C=C2)C=C1)CC